C1C=2N(C(O1)=O)C=CC2 3H-pyrrolo[1,2-c]oxazol-3-one